VINYLBORONIC ACID PINACOL ESTER C(=C)B1OC(C)(C)C(C)(C)O1